FC(OC1=NC=CC(=C1F)CN)F [2-(difluoromethoxy)-3-fluoropyridin-4-yl]methylamine